N-(2-bromopyridin-4-yl)-2,2-difluoroacetamide BrC1=NC=CC(=C1)NC(C(F)F)=O